1,3,3a,4,5,9b-hexahydro-7-ethyl-5-(tetrahydro-2,5-diphenoxy-3-furyl)-naphtho[1,2-c]-furan-1,3-dione C(C)C=1C=C2C(CC3C(C(OC3=O)=O)C2=CC1)C1C(OC(C1)OC1=CC=CC=C1)OC1=CC=CC=C1